O=C(CCCC(=O)O)C1=CC=C(C=C1)OC1=CC=CC=C1 5-oxo-5-(4-phenoxy-phenyl)-pentanoic acid